FC1=C(C(=C(C=C1C1=NN(C2=CC(=C(C=C12)F)N1C2(CC2)COCC1)C)C(F)(F)F)F)O 2,6-Difluoro-3-(5-fluoro-1-methyl-6-(7-oxa-4-azaspiro[2.5]octan-4-yl)-1H-indazol-3-yl)-5-(trifluoromethyl)phenol